(((R)-1-(3-(trans-[1,1'-bi(cyclopropan)]-2-yl)-7-fluoro-2-methyl-1-oxo-1,2-dihydroisoquinolin-5-yl)ethyl)amino)-6-methylpicolinic acid C1(C(C1)C=1N(C(C2=CC(=CC(=C2C1)[C@@H](C)NC=1C(=NC(=CC1)C)C(=O)O)F)=O)C)C1CC1